[N+](=O)([O-])C=1C=CC=C2C(=CN=CC12)N=C(C1=CC=CC=C1)C1=CC=CC=C1 N-(8-nitroisoquinolin-4-yl)-1,1-diphenylmethanimine